C(C)(C)(C)OC(=O)N[C@H]1C[C@@H](NC1)C(=O)O (2R,4S)-4-((tert-Butoxycarbonyl)amino)pyrrolidine-2-carboxylic acid